bis(2,4,6-trimethylphenyl)boron CC1=C(C(=CC(=C1)C)C)[B]C1=C(C=C(C=C1C)C)C